N-(3-(1H-imidazol-1-yl)benzyl)-N-(3-methoxybenzyl)-4-((4-methylpiperazin-1-yl)methyl)aniline N1(C=NC=C1)C=1C=C(CN(C2=CC=C(C=C2)CN2CCN(CC2)C)CC2=CC(=CC=C2)OC)C=CC1